BrC1=CC(=C(C=C1)C(C1=CC=C(CCC2CCN(CC2)C(=O)OC(C)(C)C)C=C1)(F)F)Cl tert-butyl 4-(4-((4-bromo-2-chlorophenyl)difluoromethyl)phenethyl)piperidine-1-carboxylate